ClC1=CC(=C(C=C1)C1CCN(CC1)C=1C(=NNC1)C)F 4-(4-chloro-2-fluorophenyl)-1-(3-methyl-1H-pyrazol-4-yl)piperidine